C1(CCCC1)C1=CC(=NN1)NC1=NC(=NC=C1)N1C2CC(C1)(C2)CO [2-[4-[(5-Cyclopentyl-1H-pyrazol-3-yl)amino]pyrimidin-2-yl]-2-azabicyclo[2.1.1]hex-4-yl]methanol